4-[4-[bis(4-fluorophenyl)methyl]-1-piperazinyl]-3-[[[(2-methoxyphenyl)amino]carbonyl]amino]-benzamide FC1=CC=C(C=C1)C(N1CCN(CC1)C1=C(C=C(C(=O)N)C=C1)NC(=O)NC1=C(C=CC=C1)OC)C1=CC=C(C=C1)F